C(C)(=O)N1C[C@@H](CCC1)NC1=NC=C2N=C(N(C2=N1)C1CCC(CC1)C(=O)N)NC1=C(C=C(C=C1F)F)Cl (1S,4s)-4-(2-((R)-1-acetylpiperidin-3-ylamino)-8-(2-chloro-4,6-difluorophenylamino)-9H-purin-9-yl)cyclohexanecarboxamide